Methyldihydrofuran-3(2H)-one CC1OCCC1=O